tert-butyl decanoate C(CCCCCCCCC)(=O)OC(C)(C)C